BrC1=CNC2=C1N=C(N=C2Cl)N 7-bromo-4-chloro-5H-pyrrolo[3,2-d]pyrimidin-2-amine